ethyl 2-[4-(3,4-difluorophenyl)-2-methylsulfanyl-pyrimidin-5-yl]acetate FC=1C=C(C=CC1F)C1=NC(=NC=C1CC(=O)OCC)SC